tert-butyl [2-bromo-7-{[(4-cyanophenyl)methyl]carbamoyl}-6-oxopyrido[2,3-b]pyrazin-5(6H)-yl]acetate BrC=1N=C2C(=NC1)N(C(C(=C2)C(NCC2=CC=C(C=C2)C#N)=O)=O)CC(=O)OC(C)(C)C